tert-butyl (2S,3S)-3-(hydroxymethyl)-2-{[(2S)-1-methoxy-3-methyl-1-oxobutan-2-yl](methyl)carbamoyl}pyrrolidine-1-carboxylate OC[C@@H]1[C@H](N(CC1)C(=O)OC(C)(C)C)C(N(C)[C@H](C(=O)OC)C(C)C)=O